C(#N)COC(C1=CC=CC=C1)=O Benzoic acid cyanomethyl ester